4-(8-Fluoro-2-((hexahydro-1H-pyrrolizin-7a-yl)methoxy)-4-((R)-3-hydroxy-3-methylpiperidin-1-yl)pyrido[4,3-d]pyrimidin-7-yl)-5,6-dimethylindolin-2-one FC1=C(N=CC2=C1N=C(N=C2N2C[C@](CCC2)(C)O)OCC21CCCN1CCC2)C2=C1CC(NC1=CC(=C2C)C)=O